IC=1C2=C([Se]C1C1=CC=C(C=C1)OC)C=C(C=C2)OC 3-iodo-6-methoxy-2-(4-methoxyphenyl)benzo[b]-selenophene